4-Carbamimidoylphenyl 2-(4-benzoamidopiperidin-1-yl)benzo[d]thiazole-6-carboxylate C(C1=CC=CC=C1)(=O)NC1CCN(CC1)C=1SC2=C(N1)C=CC(=C2)C(=O)OC2=CC=C(C=C2)C(N)=N